(R)-3-((S)-1-((S)-4-benzyl-2-oxooxazolidin-3-yl)-3-(7-bromobenzofuran-5-yl)-1-oxopropane-2-yl)pyrrolidine-1-carboxylic acid tert-butyl ester C(C)(C)(C)OC(=O)N1C[C@H](CC1)[C@@H](C(=O)N1C(OC[C@@H]1CC1=CC=CC=C1)=O)CC=1C=C(C2=C(C=CO2)C1)Br